FC=1C=C(C=C(C1OC(F)(F)F)F)C1CN(C1)C(=O)N1C[C@@H]2[C@@H](OCC(N2)=O)CC1 (4aR,8aS)-6-(3-(3,5-Difluoro-4-(trifluoromethoxy)phenyl)azetidine-1-carbonyl)hexahydro-2H-pyrido[4,3-b][1,4]oxazin-3(4H)-one